2-O-(2,3,4-tri-O-acetyl-α-L-rhamnopyranosyl)-3-O-(2,3,4,6-tetra-O-benzoyl-β-D-glucopyranosyl)-4,6-di-O-benzoyl-α-D-galactopyranosyl trichloroacetimidate ClC(C(O[C@@H]1[C@H](O[C@H]2[C@H](OC(C)=O)[C@H](OC(C)=O)[C@@H](OC(C)=O)[C@@H](O2)C)[C@@H](O[C@H]2[C@H](OC(C3=CC=CC=C3)=O)[C@@H](OC(C3=CC=CC=C3)=O)[C@H](OC(C3=CC=CC=C3)=O)[C@H](O2)COC(C2=CC=CC=C2)=O)[C@@H](OC(C2=CC=CC=C2)=O)[C@H](O1)COC(C1=CC=CC=C1)=O)=N)(Cl)Cl